ON1C(CC(=CC1=O)C)=O 1-hydroxy-4-methyl-6-oxo-2-pyridinone